ClC=1N=C(C2=C(N1)N=C(S2)N(C)C)C2=C(C=C(C(=C2)F)F)F 5-chloro-N,N-dimethyl-7-(2,4,5-trifluorophenyl)thiazolo[4,5-d]pyrimidin-2-amine